ClC1=CC=C(COC2=NN=C(S2)NC(C2=C(N=C(C=C2)C#N)N2CCOC3(CC3)C2)=O)C=C1 N-(5-((4-chlorobenzyl)oxy)-1,3,4-thiadiazol-2-yl)-6-cyano-2-(4-oxa-7-azaspiro[2.5]octan-7-yl)nicotinamide